BrC1=C2C(=NC(=C1)Cl)C(=NN2C2COC2)N2C(C1=CC=CC=C1C2=O)=O (7-bromo-5-chloro-1-(oxetan-3-yl)-1H-pyrazolo[4,3-b]pyridin-3-yl)isoindoline-1,3-dione